phosphinoethyl-amine PCCN